N-(5-bromo-2-(trifluoromethyl)pyridin-4-yl)-N'-(6-chloro-4-(propan-2-yl)-1,5-naphthyridin-3-yl)urea BrC=1C(=CC(=NC1)C(F)(F)F)NC(=O)NC=1C=NC2=CC=C(N=C2C1C(C)C)Cl